7-(1-methyl-1H-pyrazol-4-yl)-5-(6-(4-(2-(phenylsulfonyl)ethyl)piperazin-1-yl)pyridin-3-yl)imidazo[1,2-a]pyridine-3-carbonitrile CN1N=CC(=C1)C1=CC=2N(C(=C1)C=1C=NC(=CC1)N1CCN(CC1)CCS(=O)(=O)C1=CC=CC=C1)C(=CN2)C#N